COC1=NC(=NC=C1)N[C@@H]1CC[C@@H](CC1)OC1=C2N=CC=NC2=CC(=C1)N1CCOCC1 methoxy-N-((cis)-4-((7-morpholinoquinoxalin-5-yl)oxy)cyclohexyl)pyrimidin-2-amine